1-[3,5-dichloro-2-(2-hydroxyethyl)phenyl]-3-(3,5-difluorophenyl)urea ClC=1C(=C(C=C(C1)Cl)NC(=O)NC1=CC(=CC(=C1)F)F)CCO